N-methylpent-4-en-1-amine CNCCCC=C